3-chloro-1-((2-(trimethylsilyl) ethoxy) methyl)-1H-indole-6-carboxylate ClC1=CN(C2=CC(=CC=C12)C(=O)[O-])COCC[Si](C)(C)C